C(=O)C1CCC(CC1)N1N=C2C=CC(=CC2=C1)NC(=O)C1=NC(=CC=C1)C N-[2-(4-formylcyclohexyl)indazol-5-yl]-6-methyl-pyridine-2-carboxamide